Cl.CN1CC(=CC(C1)(C)C)C1=CNC2=NC=CC=C21 3-(1,5,5-trimethyl-1,2,5,6-tetrahydropyridin-3-yl)-1H-pyrrolo[2,3-b]pyridine hydrochloride